NC1=C(C=C(C=N1)C1=CC(=C(C(=C1)C)O)C)C1=CC(=C(C(=C1)OC)OC)OC 4-[6-amino-5-(3,4,5-trimethoxyphenyl)-3-pyridyl]-2,6-dimethyl-phenol